NC(CCN1C(N([C@H]2[C@H](O)[C@H](O)[C@@H](CO)O2)C=CC1=O)=O)C(=O)O 3-(3-amino-3-carboxy-propyl)uridine